CC(CC(CC(CC(CC)C(=O)O)C(=O)O)C(=O)O)C(=O)O decane-2,4,6,8-tetracarboxylic acid